Cl.NCC1=CC=C(C=N1)S(=O)(=O)N 6-(aminomethyl)pyridine-3-sulfonamide HCl salt